BrC=1C=C(C=CC1F)C1=CC(=C(N1)CC1CC1)C(N)=S 5-(3-bromo-4-fluorophenyl)-2-(cyclopropylmethyl)-1H-pyrrole-3-carbothioamide